(3,4-dichlorophenyl)-4-(4-{3-[(2-methoxyethyl)carbamoyl]phenyl}-2-oxo-2,3-dihydro-1H-1,3-benzodiazol-1-yl)piperidine-1-carboxamide Natrium boranat B(=O)[O-].[Na+].ClC=1C=C(C=CC1Cl)C1N(CCC(C1)N1C(NC2=C1C=CC=C2C2=CC(=CC=C2)C(NCCOC)=O)=O)C(=O)N